N-(3-(bicyclo[2.2.1]hept-1-yl)-1-(tert-butyl)-1H-pyrazol-5-yl)pyrimidin-2-amine C12(CCC(CC1)C2)C2=NN(C(=C2)NC2=NC=CC=N2)C(C)(C)C